C(C1=CC=CC=C1)N1CCC(CC1)(O)CN1CCN(CC1)C(=O)OC(C)(C)C tert-butyl 4-[(1-benzyl-4-hydroxypiperidin-4-yl)methyl]piperazine-1-carboxylate